ClC1=NC=C(C(=C1)O)C chloro-5-methylpyridin-4-ol